C(C)(C)(C)OC(=O)N1CCN(CC1)C1=NC(=C(C=C1)CN1N=C(C2=C1CN(C2)C2=C1C=CC=NC1=C(C=C2)C#N)C)C 4-(5-((5-(8-cyanoquinolin-5-yl)-3-methyl-5,6-dihydropyrrolo[3,4-c]pyrazol-1(4H)-yl)methyl)-6-methylpyridin-2-yl)piperazine-1-carboxylic acid tert-butyl ester